1-methyl-2-((6-((tetrahydro-2H-pyran-4-yl)oxy)benzo[d]oxazol-2-yl)amino)-1H-benzo[d]imidazole-5-carboxylic acid CN1C(=NC2=C1C=CC(=C2)C(=O)O)NC=2OC1=C(N2)C=CC(=C1)OC1CCOCC1